8-(2-(pyridin-4-yl)pyrido[3,4-d]pyrimidin-4-yl)-2,8-diazaspiro[4.5]decane-3-carboxylic acid methyl ester COC(=O)C1NCC2(C1)CCN(CC2)C=2C1=C(N=C(N2)C2=CC=NC=C2)C=NC=C1